6-(3-(4-(trifluoromethyl)phenyl)pyrrolidin-1-yl)pyridin-3-amine FC(C1=CC=C(C=C1)C1CN(CC1)C1=CC=C(C=N1)N)(F)F